N1N=CC2=C1CN(C2)C#N 4,6-dihydropyrrolo[3,4-C]pyrazole-5(1H)-carbonitrile